6-chloro-4-((2-methoxyphenyl)amino)nicotinamide ClC1=NC=C(C(=O)N)C(=C1)NC1=C(C=CC=C1)OC